FC(OC1=CC(=C(C(=O)OC)C=C1OC)NC(N[C@@H](C)C=1N(N=CN1)C1=NC=CC=N1)=O)F methyl 4-(difluoromethoxy)-5-methoxy-2-[[(1S)-1-(2-pyrimidin-2-yl-1,2,4-triazol-3-yl)ethyl]carbamoylamino]benzoate